BrC1=CC=CC=2C(=C(OC21)CC)C(=O)C2=CC(=C(C(=C2)I)O)I (7-bromo-2-ethylbenzofuran-3-yl)(4-hydroxy-3,5-diiodophenyl)methanone